dicyclopentadiene diformate iron [Fe+2].C(=O)[O-].C(=O)[O-].C1=CC=CC1.C1=CC=CC1